(2-cyclopropyloxazol-5-yl)methanone C1(CC1)C=1OC(=CN1)C=O